NC=1C=CC(=NC1)C(=O)O 5-amino2-picolinic acid